FC(C1=C2CN(C(C2=CC(=C1)C1=CC=C(C=C1)C1CCN(CC1)CC)=O)C(C(=O)NC=1SC=CN1)C1=C2N(C=N1)CCC2)F 2-[4-(difluoromethyl)-6-[4-(1-ethyl-4-piperidinyl)phenyl]-1-oxo-isoindolin-2-yl]-2-(6,7-dihydro-5H-pyrrolo[1,2-c]imidazol-1-yl)-N-thiazol-2-yl-acetamide